chloromethyl 2,5,8,11,14-pentaoxahexadecane-16-oate COCCOCCOCCOCCOCC(=O)OCCl